(1S,3S,4S)-N-((R)-1-cyano-2-((R)-2-oxopiperidin-3-yl)ethyl)-5,5-difluoro-2-((S)-2-hydroxy-2-phenylacetyl)-2-azabicyclo[2.2.2]octane-3-carboxamide C(#N)[C@@H](C[C@@H]1C(NCCC1)=O)NC(=O)[C@H]1N([C@@H]2CC([C@H]1CC2)(F)F)C([C@H](C2=CC=CC=C2)O)=O